NC1=NN2C(C=C(C=C2)C=2C(=NC=3CCN(C(C3C2)=O)CC2=C(C=CC(=C2)OC(F)(F)F)F)C)=N1 3-(2-amino-[1,2,4]triazolo[1,5-a]pyridin-7-yl)-6-(2-fluoro-5-(trifluoromethoxy)benzyl)-2-methyl-7,8-dihydro-1,6-naphthyridin-5(6H)-one